CC(CC=1SC(=CN1)C1=NC(=NC=C1C(F)(F)F)NC1CCN(CC1)S(=O)(=O)CCCN1CCOCC1)(C)O 2-methyl-1-(5-(2-((1-((3-morpholinopropyl)sulfonyl)piperidin-4-yl)amino)-5-(trifluoromethyl)pyrimidin-4-yl)thiazol-2-yl)propan-2-ol